(9-isopropyl-5-phenylimidazo[1,2-c]thieno[3,2-e]pyrimidin-8-yl)(piperidin-1-yl)methanone C(C)(C)C1=C(SC2=C1C=1N(C(=N2)C2=CC=CC=C2)C=CN1)C(=O)N1CCCCC1